(S)-7-(2-((2-ethyl-4-(3-methylpiperazin-1-yl)phenyl)amino)-5-(trifluoromethyl)pyrimidin-4-yl)-4-(oxetan-3-yl)-3,4-dihydrothieno[2,3-f][1,4]thiazepin-5(2H)-one 1,1-dioxide C(C)C1=C(C=CC(=C1)N1C[C@@H](NCC1)C)NC1=NC=C(C(=N1)C1=CC2=C(C(N(CCS2(=O)=O)C2COC2)=O)S1)C(F)(F)F